NN1C(=C(C=C1)C1CCN(CC1)C(=O)OC(C)(C)C)C(=O)OCC tert-butyl 4-(1-amino-2-(ethoxycarbonyl)-1H-pyrrol-3-yl)piperidine-1-carboxylate